C1(CC1)CC=1N(C(=CC1C=1SC=C(N1)C(=O)O)C1=CC(=CC=C1)C#CC1CN(CC1)C)CC1=CC(=C(C=C1)S(N)(=O)=O)F 2-(2-(cyclopropylmethyl)-1-(3-fluoro-4-sulfamoylbenzyl)-5-(3-((1-methylpyrrolidin-3-yl)ethynyl)phenyl)-1H-pyrrol-3-yl)thiazole-4-carboxylic acid